(+)-(R)-2,4-dihydroxy-N-(3-hydroxypropyl)-3,3-dimethylbutanamide O[C@@H](C(=O)NCCCO)C(CO)(C)C